N-(5-tert-butyl-4-fluoro-2-nitrophenyl)pyrimidin-2-amine C(C)(C)(C)C=1C(=CC(=C(C1)NC1=NC=CC=N1)[N+](=O)[O-])F